ClCC=1OC(=CN1)C1=CC=CC2=CC=CC=C12 2-(Chloromethyl)-5-(1-naphthyl)-1,3-oxazole